N[C@@H](C)C(=O)NC1=CC=C(C(=O)N(CCCNC(OCC[Si](C)(C)C)=O)[C@H](C(C)(C)C)C=2N(C=C(C2)C2=C(C=CC(=C2)F)F)CC2=CC=CC=C2)C=C1 2-(trimethylsilyl)ethyl [3-([4-(L-alanylamino)benzoyl]{(1R)-1-[1-benzyl-4-(2,5-difluorophenyl)-1H-pyrrol-2-yl]-2,2-dimethylpropyl}amino)propyl]carbamate